methyl 4-(5-amino-4-carbamoyl-3-(2-phenylquinolin-7-yl)-1H-pyrazol-1-yl)piperidine-1-carboxylate NC1=C(C(=NN1C1CCN(CC1)C(=O)OC)C1=CC=C2C=CC(=NC2=C1)C1=CC=CC=C1)C(N)=O